ClCC(=O)N(C1=C(C=CC=C1C)CC)COCC 2-chloro-N-ethoxymethyl-N-(2-ethyl-6-methylphenyl)acetamide